C(C)(C)OCCNCCCN1CCCC1 N-(2-(isopropoxy)ethyl)-3-(pyrrolidinyl)propan-1-amine